1,1,1,3,3,3-hexafluoropropan-2-yl (S)-1-(methyl(pyrazin-2-yl)carbamoyl)-6-azaspiro[2.5]octane-6-carboxylate CN(C(=O)[C@H]1CC12CCN(CC2)C(=O)OC(C(F)(F)F)C(F)(F)F)C2=NC=CN=C2